BrC1=C2C3(C(N(C2=CC=C1)C)=O)CCC1(CC3)OCCO1 bromo-1''-methyldispiro[1,3-dioxolane-2,1'-cyclohexane-4',3''-indol]-2''-one